Cl.C1C(CCCC1)C(C)NC(=N)NC(=N)N 1-2-cyclohexylethylbiguanide hydrochloride